6-bromo-4-fluoro-1-(tetrahydro-2H-pyran-2-yl)-1H-benzo[d][1,2,3]Triazole BrC=1C=C(C2=C(N(N=N2)C2OCCCC2)C1)F